ClC=1C=C2C(=CC(=C(C2=CC1)OC(C(=C)C)=O)OC)OC(C)=O 6-chloro-2-methoxy-4-acetoxy-1-methacryloyloxynaphthalene